COC1=CC=C(C2=C1NC(=N2)NC(C2=CC=C(C=C2)CN2CCN(CC2)C)=O)C2CCOCC2 N-[7-Methoxy-4-(tetrahydropyran-4-yl)-1H-benzoimidazol-2-yl]-4-(4-methyl-piperazin-1-ylmethyl)-benzamide